BrC1=C(C(=CC=C1)C(F)F)C bromo-3-(difluoromethyl)-2-methylbenzene